C(C1=CC=CC=C1)OC1=CC=C(C=C1)C=1N=CN(C1)C(=O)N(CCCCC1=CC=CC=C1)C 4-(4-(benzyloxy)phenyl)-N-methyl-N-(4-phenylbutyl)-1H-imidazole-1-carboxamide